2-((3-oxa-6-azabicyclo[3.1.1]heptan-6-yl)methyl)-7-(5-fluoro-2-(((3S,4R)-3-hydroxytetrahydro-2H-pyran-4-yl)amino)pyrimidin-4-yl)-1-isopropylquinolin-4(1H)-one C12COCC(N1CC=1N(C3=CC(=CC=C3C(C1)=O)C1=NC(=NC=C1F)N[C@H]1[C@@H](COCC1)O)C(C)C)C2